CC(=CC)CC(C)C 3,5-Dimethyl-2-hexene